N,N'-bis(1-methylbutyl)carbodiimide CC(CCC)N=C=NC(CCC)C